FC(C(=O)O)(F)F.C1(CC1)C(=O)N cyclopropanecarboxamide trifluoroacetate salt